3-(4-amino-1,2,5-oxadiazol-3-yl)-4-(3-ethynyl-4-fluorophenyl)-1,2,4-oxadiazol-5(4H)-one NC=1C(=NON1)C1=NOC(N1C1=CC(=C(C=C1)F)C#C)=O